glyceryl behenate (glycerylbehenate) C(C(O)CO)C(C(=O)O)CCCCCCCCCCCCCCCCCCCC.C(CCCCCCCCCCCCCCCCCCCCC)(=O)OCC(O)CO